((2S,3S,4R)-2-(4-aminobutyl)tetrahydrothiophene-3,4-diyl)dicarbamic acid di-tert-butyl ester C(C)(C)(C)OC(N[C@@H]1[C@@H](SC[C@@H]1NC(OC(C)(C)C)=O)CCCCN)=O